N=1N(N=CC1)C(C)(C)C1=NN(C(=C1)NC1=NC=C(C(=N1)NC(C([2H])([2H])[2H])([2H])[2H])C(F)(F)F)C1CC1 N2-(3-(2-(2H-1,2,3-triazol-2-yl)propan-2-yl)-1-cyclopropyl-1H-pyrazol-5-yl)-N4-(ethyl-d5)-5-(trifluoromethyl)pyrimidine-2,4-diamine